(S)-N-((S)-8-cyclobutyl-1-(5-(7-methoxy-2-methylquinolin-6-yl)oxazol-2-yl)-7-oxooctyl)-6-ethyl-6-azaspiro[2.5]octane-1-carboxamide C1(CCC1)CC(CCCCC[C@@H](C=1OC(=CN1)C=1C=C2C=CC(=NC2=CC1OC)C)NC(=O)[C@H]1CC12CCN(CC2)CC)=O